4-(3-((3-Aminopyrrolidin-1-yl)methyl)-6-(p-tolyl)benzofuran-5-yl)benzonitrile NC1CN(CC1)CC1=COC2=C1C=C(C(=C2)C2=CC=C(C=C2)C)C2=CC=C(C#N)C=C2